FC1=C(N)C=CC(=C1C)OC1=CC2=C(N(N=N2)C)C(=C1)F 2-fluoro-4-((7-fluoro-1-meth-yl-1H-benzo[d][1,2,3]triazol-5-yl)oxy)-3-methylaniline